6-chloro-2-((3-(4-chlorophenethyl)-1,2,4-oxadiazol-5-yl)methyl)-4-(dimethylamino)pyridazin-3(2H)-one ClC=1C=C(C(N(N1)CC1=NC(=NO1)CCC1=CC=C(C=C1)Cl)=O)N(C)C